C1=CC=CC=2C3=CC(=CC=C3NC12)N Carbazole-6-amine